N-(2-hydroxy-5-(1-oxo-6-phenylisoquinolin-2(1H)-yl)phenyl)methanesulfonamide OC1=C(C=C(C=C1)N1C(C2=CC=C(C=C2C=C1)C1=CC=CC=C1)=O)NS(=O)(=O)C